1,1,1,3,3,3-hexafluoropropan-2-yl (R or S)-1-((2-oxaspiro[3.3]heptan-6-yl)carbamoyl)-6-azaspiro[2.5]octane-6-carboxylate C1OCC12CC(C2)NC(=O)[C@@H]2CC21CCN(CC1)C(=O)OC(C(F)(F)F)C(F)(F)F |o1:10|